11-(4-pentylnaphthalen-1-yl)undecylenic acid C(CCCC)C1=CC=C(C2=CC=CC=C12)C=CCCCCCCCCC(=O)O